imino-oxo-λ6-sulfane N=[SH2]=O